C(C1=CC=CC=C1)OC=1C(=NC=NC1C)C(=O)N1CCN(CC1)C1=C(N(C=2N(C1=O)N=C(N2)Br)CC(=O)NC2=C(C=C(C=C2)C(F)(F)F)Cl)C 2-(6-(4-(5-(benzyloxy)-6-methylpyrimidine-4-carbonyl)piperazin-1-yl)-2-bromo-5-methyl-7-oxo-[1,2,4]triazolo[1,5-a]pyrimidin-4(7H)-yl)-N-(2-chloro-4-(trifluoromethyl)phenyl)acetamide